C(C)(C)(C)OC(=O)N1CCC(CC1)OC1=CC=C2C=CN=CC2=C1 4-(isoquinolin-7-yloxy)piperidine-1-carboxylic acid tert-butyl ester